6-((4-((tert-butyldiphenylsilyl)oxy)-butyl)amino)-11-((2-(2-cycloheptylacetoxy)octyl)-thio)undecyl 2-hexyldecanoate C(CCCCC)C(C(=O)OCCCCCC(CCCCCSCC(CCCCCC)OC(CC1CCCCCC1)=O)NCCCCO[Si](C1=CC=CC=C1)(C1=CC=CC=C1)C(C)(C)C)CCCCCCCC